FCCOC=1C=C(C=2N(C1)N=C1C2C=NN1)C=1C=CC(=NC1)N1C[C@@H]([C@H](CC1)NC(C1=C(C=CC=C1F)F)=O)O N-((3S,4S)-1-(5-(6-(2-fluoroethoxy)-1H-pyrazolo[3',4':3,4]pyrazolo[1,5-a]Pyridin-4-yl)pyridin-2-yl)-3-hydroxypiperidin-4-yl)-2,6-difluorobenzamide